C(=[Se])[O-] selenocarboxylate